3-(3-((1r,3r)-1-(2-(2-fluoro-5-((6-fluoro-4-(methylsulfonyl)-1H-indol-5-yl)oxy)phenyl)-1H-imidazol-4-yl)-3-methoxy-3-methylcyclobutyl)phenyl)propanoic acid FC1=C(C=C(C=C1)OC=1C(=C2C=CNC2=CC1F)S(=O)(=O)C)C=1NC=C(N1)C1(CC(C1)(C)OC)C=1C=C(C=CC1)CCC(=O)O